CN1N=CC(=C1)C1=NC=CC(=C1)OC=1C=C2C(N(C=NC2=CC1)CC(C1=NC=CC=C1)=O)=O 6-{[2-(1-methylpyrazol-4-yl)-4-pyridyl]oxy}-3-[2-oxo-2-(2-pyridyl)ethyl]quinazolin-4-one